N(N)C1=NC=C(C=C1)S(=O)(=O)C 2-hydrazino-5-(methylsulfonyl)pyridine